O[C@H]1C[C@H]2CC[C@H]3[C@@H]4CC[C@H]([C@@H](CCC)C)[C@]4([C@H](C[C@@H]3[C@]2(CC1)C)O)C 3α,12α-dihydroxy-5β-cholane